(S)-9-fluoro-3-methyl-7-oxo-10-[2-(methylamino) ethylamino]-2,3-dihydro-7H-pyrido[1,2,3-de]-1,4-benzoxazine-6-carboxylate FC=1C(=C2C=3N([C@H](CO2)C)C=C(C(C3C1)=O)C(=O)[O-])NCCNC